FC1=C(C=CC2=C1OC1=C2C=CC(=C1F)CCC)C(=O)Cl 4,6-difluoro-7-propyl-dibenzofuran-3-carbonyl chloride